NC1=C(C=C2C(=NC(=NC2=C1)C)N[C@H](C)C1=C(C(=CC=C1)C(F)F)F)P(C)(C)=O (R)-(7-amino-4-((1-(3-(difluoromethyl)-2-fluorophenyl)ethyl)amino)-2-methylquinazolin-6-yl)dimethylphosphine oxide